ClC1=C(C=C(C=C1)F)C1=CC=C(N=N1)NC1[C@H]2CN(C[C@@H]12)CC1=CC(=CC=C1)F (1s,5r)-N-[6-(2-chloro-5-fluoro-phenyl)pyridazin-3-yl]-3-[(3-fluorophenyl)methyl]-3-azabicyclo[3.1.0]hexan-6-amine